(S)-2-(Methoxymethyl)-1-methyl-4-((R)-pyrrolidin-3-yl)piperazine COC[C@H]1N(CCN(C1)[C@H]1CNCC1)C